C(C)C(COP(O)(=O)CC(CCCC)CC)CCCC 2-ethylhexyl-(2-ethylhexyl)phosphonic acid